(4-(5-methyl-7H-pyrrolo[2,3-d]pyrimidin-4-yl)-3,4-dihydro-2H-1,4-thiazin-6-yl)((3aS,7aS)-1-methyloctahydro-6H-pyrrolo[2,3-c]pyridin-6-yl)methanone CC1=CNC=2N=CN=C(C21)N2CCSC(=C2)C(=O)N2C[C@@H]1[C@H](CC2)CCN1C